C(C)(=O)NC(C(=O)N1CCC(CC1)C1=CC=C(C=C1)NC(=O)N1CC2=NC=C(C=C2C1)F)(C)C N-(4-(1-(2-acetamido-2-methylpropanoyl)piperidin-4-yl)phenyl)-3-fluoro-5,7-dihydro-6H-pyrrolo[3,4-b]pyridine-6-carboxamide